1-(9H-fluoren-9-yl)-3,6-dioxo-2,9,12-trioxa-4,7-diazatetradecan-14-oic acid C1=CC=CC=2C3=CC=CC=C3C(C12)COC(NCC(NCOCCOCC(=O)O)=O)=O